2-Ethyl-2-hydroxymethyl-1,3-propandiol C(C)C(CO)(CO)CO